C(C)(C)(C)OC(=O)N1CCC(CC1)(F)CNC1=NN2C(C=3OCCCC13)=NC(=C2C2=CC(=NC=C2)Cl)C 4-{[3-(2-Chloro-pyridin-4-yl)-2-methyl-7,8-dihydro-6H-9-oxa-1,3a,4-triaza-cyclopenta[a]naphthalen-5-ylamino]-methyl}-4-fluoro-piperidine-1-carboxylic acid tert-butyl ester